FC(OC1=CC=C(C=C1)C=1N=NN(N1)CC#CCC)F 5-[4-(difluoromethoxy)phenyl]-2-(2-pentyn-1-yl)-2H-tetrazole